NC=1N(C2=C3C(CCNC(C13)=O)=NC(=N2)C)C2=C(C(=CC=C2C)O)C 1-amino-2-(3-hydroxy-2,6-dimethylphenyl)-4-methyl-2,6,7,8-tetrahydro-9H-2,3,5,8-tetraazabenzo[cd]azulen-9-one